3-(((1-isopropylazetidin-3-yl)(methyl)carbamoyl)oxy)propane-1,2-diyl bis(decanoate) C(CCCCCCCCC)(=O)OCC(COC(N(C)C1CN(C1)C(C)C)=O)OC(CCCCCCCCC)=O